((6-((diphenoxyphosphoryl)peroxy)-3'-methyl-4-pentyl-[1,1'-biphenyl]-2-yl)oxy)methyl diphenyl phosphate P(=O)(OCOC1=C(C(=CC(=C1)CCCCC)OOP(=O)(OC1=CC=CC=C1)OC1=CC=CC=C1)C1=CC(=CC=C1)C)(OC1=CC=CC=C1)OC1=CC=CC=C1